2-[2-(tert-butoxycarbonylamino)ethoxy]acetic acid C(C)(C)(C)OC(=O)NCCOCC(=O)O